3-(1-piperazinyl)propionitrile N1(CCNCC1)CCC#N